N-(2-chloro-4-(trifluoromethyl)phenyl)-1-(4-((1-(2-(2,6-dioxopiperidin-3-yl)-1,3-dioxoisoindolin-5-yl)azetidin-3-yl)ethynyl)-3-methyl-1H-pyrazol-1-yl)cyclobutane-1-carboxamide ClC1=C(C=CC(=C1)C(F)(F)F)NC(=O)C1(CCC1)N1N=C(C(=C1)C#CC1CN(C1)C=1C=C2C(N(C(C2=CC1)=O)C1C(NC(CC1)=O)=O)=O)C